FC1=C(CC2=NC3=C(N2C[C@H]2OCC2)C=C(C=C3)C(=O)O)C=C(C(=C1)C1=NC(=CC=C1)OCC1=C(C=C(C=C1)C=1N=NN(C1)C1CN(C1)C)F)F (S)-2-(2,5-difluoro-4-(6-((2-fluoro-4-(1-(1-methylazetidin-3-yl)-1H-1,2,3-triazol-4-yl)benzyl)oxy)pyridin-2-yl)benzyl)-1-(oxetan-2-ylmethyl)-1H-benzo[d]imidazole-6-carboxylic acid